FC=1C(=C(C=C(C1)F)C1=C(C(=NC=C1)C(=O)O)[Ir+]C=1C(=NC=CC1C1=C(C(=CC(=C1)F)F)C1=NC=CC=C1)C(=O)O)C1=NC=CC=C1 bis[3,5-difluoro-2-(2-pyridyl)phenyl-(2-carboxypyridyl)]Iridium (III)